3-(((1-(2-(2-methyl-5-nitro-1H-imidazol-1-yl)ethyl)piperidin-4-yl)methyl)imino)-3,5-dihydrophenazin-2-amine CC=1N(C(=CN1)[N+](=O)[O-])CCN1CCC(CC1)CN=C1C(=CC2=NC3=CC=CC=C3NC2=C1)N